azaspiro[3.4]octan-7-one N1CCC12CCC(C2)=O